BrC1=C2OCCC2=C(C=2OCCC21)CCN 1-(8-Bromo-2,3,6,7-tetrahydrobenzo-[1,2-b:4,5-b']difuran-4-yl)2-amino-ethane